BrC=1C=CC(=C(C1)C1(CC1)C(=O)N)P(=O)(CC)CC (5-bromo-2-(diethylphosphoryl)phenyl)cyclopropanecarboxamide